CN1CC(C1)C1=CC=CC=2N(C=NC21)C(=O)NCCCC2=CC=CC=C2 4-(1-Methylazetidin-3-yl)-N-(3-phenylpropyl)-1H-benzo[d]imidazole-1-carboxamide